Cyclopentadienyl-tris(ethylmethylamino)hafnium C1(C=CC=C1)[Hf](N(CC)C)(N(CC)C)N(C)CC